COC=1C=C2CCNCC2=CC1NC1=NC=C(C(=N1)NCCCNC(=O)C1CCC1)C(F)(F)F N-[3-[[2-[(6-methoxy-1,2,3,4-tetrahydroisoquinolin-7-yl)amino]-5-(trifluoromethyl)pyrimidin-4-yl]amino]propyl]cyclobutanecarboxamide